4-benzyl-3-oxo-3,4-dihydro-2H-benzo[b][1,4]Oxazine-7-carboxylic acid C(C1=CC=CC=C1)N1C2=C(OCC1=O)C=C(C=C2)C(=O)O